1-[(3R)-3-[4-(3,4-dichloro-2-fluoro-anilino)pyrido[3,4-d]pyrimidin-6-yl]pyrrolidin-1-yl]prop-2-en-1-one ClC=1C(=C(NC=2C3=C(N=CN2)C=NC(=C3)[C@H]3CN(CC3)C(C=C)=O)C=CC1Cl)F